C(C)(C)(C)OC(=O)N1CC2=CC(=CC=C2C(C1)O)Br 7-bromo-4-hydroxy-3,4-dihydroisoquinoline-2(1H)-carboxylic acid tert-butyl ester